N-cyanotrimethyl-ammonium tetrafluoroborate F[B-](F)(F)F.C(#N)[N+](C)(C)C